(4-(7-cyano-4-(2-hydroxycyclopentyl)-1-(4-methoxybenzyl)-1H-indazol-6-yl)benzyl)-2-methoxybenzamide C(#N)C=1C(=CC(=C2C=NN(C12)CC1=CC=C(C=C1)OC)C1C(CCC1)O)C1=CC=C(CC=2C(=C(C(=O)N)C=CC2)OC)C=C1